N-{[2-(Cyclobutyloxy)pyridin-4-yl]methyl}-1-(3,5-difluorophenyl)-3-methyl-5-oxopyrrolidin-3-carboxamid C1(CCC1)OC1=NC=CC(=C1)CNC(=O)C1(CN(C(C1)=O)C1=CC(=CC(=C1)F)F)C